2-ethyl-6-fluoro-4-[(1H-pyrazol-1-yl)methyl]benzonitrile C(C)C1=C(C#N)C(=CC(=C1)CN1N=CC=C1)F